piperidin-1-yl-(5-(methylsulfonyl)-4,5,6,7-tetrahydro-1H-pyrazolo[4,3-c]pyridin-3-yl)methanone N1(CCCCC1)C(=O)C1=NNC2=C1CN(CC2)S(=O)(=O)C